3-N-(2-methoxyethyl)-6-[[5-[2-methyl-5-[[(1S,5R,7s)-3-oxa-9-azabicyclo[3.3.1]nonan-7-yl]oxy]-4-pyridyl]pyrazolo[1,5-a]pyridin-2-yl]amino]pyridine-3-carboxamide COCCNC(=O)C=1C=NC(=CC1)NC1=NN2C(C=C(C=C2)C2=CC(=NC=C2OC2C[C@@H]3COC[C@H](C2)N3)C)=C1